FC1=CC=C(C=C1)C1=C(N=C2C(NC(=NN21)SCC#C)=O)C 7-(4-fluorophenyl)-6-methyl-2-(prop-2-yn-1-ylsulfanyl)-3H-imidazo[2,1-f][1,2,4]triazin-4-one